[(3R)-3-(Tetrazol-2-yl)pyrrolidin-1-yl]-[3-[4-[1-(trifluoromethyl)cyclopropyl]phenyl]azetidin-1-yl]methanone N=1N(N=NC1)[C@H]1CN(CC1)C(=O)N1CC(C1)C1=CC=C(C=C1)C1(CC1)C(F)(F)F